[C@]12(OCC[C@@H](OC1)C2)C=2N=C1N(C=C(C(=C1)OC(C)C)C(=O)O)C2 |r| rac-2-((1R,5R)-2,6-dioxabicyclo[3.2.1]octan-1-yl)-7-isopropoxyimidazo[1,2-a]pyridine-6-carboxylic acid